P(=O)(OCCC(CCC)(CCC)CCC)([O-])[O-] tripropylpropyl phosphate